chloride thallium [Tl+].[Cl-]